3-((tert-butylsulfinyl)amino)-3-(5-(4-cyclopropyl-2-(4-fluoro-2-methylphenoxy)-5-(triFluoromethyl)benzamido)-2-fluorophenyl)-2-fluoropropionic acid ethyl ester C(C)OC(C(C(C1=C(C=CC(=C1)NC(C1=C(C=C(C(=C1)C(F)(F)F)C1CC1)OC1=C(C=C(C=C1)F)C)=O)F)NS(=O)C(C)(C)C)F)=O